(2R,3S,4S)-4-hydroxy-2-{[4-(1,3-oxazol-5-yl)phenyl]methyl}pyrrolidin-3-yl N-{2-[(2R,4S)-4-fluoropyrrolidin-2-yl]ethyl}carbamate F[C@H]1C[C@H](NC1)CCNC(O[C@H]1[C@H](NC[C@@H]1O)CC1=CC=C(C=C1)C1=CN=CO1)=O